[3-(morpholin-4-yl)propyl]-2-[(7-trifluoromethoxy-quinolin-4-yl)amino]Benzamide N1(CCOCC1)CCCC=1C(=C(C(=O)N)C=CC1)NC1=CC=NC2=CC(=CC=C12)OC(F)(F)F